1-heptyl-3-methyl-2-imidazolidinone C(CCCCCC)N1C(N(CC1)C)=O